FC1=CC=C(C=C1)NC(=O)NC=1SC2=C(N1)C=C(C=C2)C=2C=C1C(N(C=NC1=CC2)CCN2CCOCC2)=O 1-(4-fluorophenyl)-3-(5-(3-(2-morpholinoethyl)-4-oxo-3,4-dihydro-quinazolin-6-yl)benzo[d]thiazol-2-yl)urea